FC1=CC=C(CNCC=2C=NC=CC2)C=C1 N-(4-fluorobenzyl)-1-(pyridin-3-yl)-methylamine